BrC=1C=C(C(=NC1)C(=O)NC1CC1)OC 5-bromo-N-cyclopropyl-3-methoxy-pyridine-2-carboxamide